(S)-2-amino-3-(1H-pyrrolo[2,3-b]pyridine-3-yl)propanoic acid N[C@H](C(=O)O)CC1=CNC2=NC=CC=C21